ClC1=C(C=CC(=C1NC=1C(=C2C(N(C=NC2=CC1)C)=O)F)F)NS(=O)(=O)N1CC(C(C1)F)F N-(2-chloro-4-fluoro-3-((5-fluoro-3-methyl-4-oxo-3,4-dihydroquinazolin-6-yl)amino)phenyl)-3,4-difluoropyrrolidine-1-sulfonamide